BrC1=CC=CC2=CC=CC(=C12)C1=CC=CC=C1 1-Bromo-8-phenyl-naphthalene